((6-((4-(tert-Butyldiphenylsilyloxy)butyl)amino)undecane-1,11-diyl)bis(sulfane-diyl))bis(octane-1,2-diyl) dioctanoate C(CCCCCCC)(=O)OC(CSCCCCCC(CCCCCSCC(CCCCCC)OC(CCCCCCC)=O)NCCCCO[Si](C1=CC=CC=C1)(C1=CC=CC=C1)C(C)(C)C)CCCCCC